3-amino-7-chloro-5H-pyrrolo[2,3-b]pyrazine-2-carboxylic acid methyl ester COC(=O)C=1N=C2C(=NC1N)NC=C2Cl